NC(CP(O)(=O)C1=CC=C(C=C1)C)=NO (2-amino-2-(hydroxyimino)ethyl)(p-tolyl)phosphinic acid